Cl.C(C)N(C=1SC2=C(N1)C=CC(=C2)C2=NC(=NC=C2F)NC2=CC=C(C=N2)C(=O)N2CCNCC2)CC (6-((4-(2-(diethylamino)benzothiazole-6-yl)-5-fluoropyrimidine-2-yl)amino)pyridine-3-yl)(piperazine-1-yl)ketone hydrochloride